2-(benzo[d][1,3]dioxolane-5-yl)-6-methyl-3-oxo-2,3-dihydropyridazine-4-carboxylic acid ethyl ester C(C)OC(=O)C=1C(N(N=C(C1)C)C1=CC2=C(OCO2)C=C1)=O